CC(C)CCCC(C)CCC(=O)O The molecule is a medium-chain fatty acid, nonanoic acid with methyl branches at C-4 and C-8. It is a medium-chain fatty acid and a branched-chain fatty acid. It is a conjugate acid of a 4,8-dimethylnonanoate.